N1(CCNCC1)C1(CC1)C#N 1-(piperazin-1-yl)cyclopropane-1-carbonitrile